C(#N)C1=NC=C(C(=C1)C1=CC=2N(C=C1)N=C(C2)NC(=O)C2CC2)OC2CCC(CC2)O N-(5-(2-cyano-5-(((1s,4s)-4-hydroxycyclohexyl)oxy)pyridin-4-yl)pyrazolo[1,5-a]pyridin-2-yl)cyclopropanecarboxamide